FC1=CC=C(C=C1)C1=NN(C=C1C=1C2=C(N=CN1)OC(=C2)C2=CC=CC=C2)C2C(N(CC2)C)=O [3-(4-Fluorophenyl)-4-(6-phenylfuro[2,3-d]pyrimidin-4-yl)-1H-pyrazol-1-yl]-1-methylpyrrolidin-2-one